ClC=1N=C(C2=C(N1)CCN(C2)C)OC2=NC=1C=CC3=C(C1N=C2)C2=C(S3)C(NC3(CN2)CC3)=O 3'-((2-chloro-6-methyl-5,6,7,8-tetrahydropyrido[4,3-d]pyrimidin-4-yl)oxy)-11',12'-dihydrospiro[cyclopropane-1,10'-[1,4]diazepino[5',6':4,5]thieno[3,2-f]quinoxalin]-8'(9'H)-one